COC(CC(=O)C=1SC=C(C1)C1=CNC2=C(C=CC=C12)F)=O.F/C(=C/C(=O)NC1=CC(=NC=C1)C=1C=CC=C2C=NC(=NC12)NC1=CC=C(C=C1)N1CCOCC1)/C (E)-3-fluoro-N-(2-(2-((4-morpholinylphenyl)amino)quinazolin-8-yl)pyridin-4-yl)but-2-enamide Methyl-3-(4-(7-fluoro-1H-indol-3-yl)thiophen-2-yl)-3-oxopropanoate